1-dodecylpyridinium bromide [Br-].C(CCCCCCCCCCC)[N+]1=CC=CC=C1